7-(1-((2,4-diaminopyrimidin-5-yl)methyl)indolin-5-yl)-6-fluoro-1-(4-fluorophenyl)-8-methoxy-4-oxo-1,4-dihydroquinoline-3-carboxylic acid dihydrochloride Cl.Cl.NC1=NC=C(C(=N1)N)CN1CCC2=CC(=CC=C12)C1=C(C=C2C(C(=CN(C2=C1OC)C1=CC=C(C=C1)F)C(=O)O)=O)F